N=1NC=C2C=C(C=CC12)[C@@H]1N(C[C@H](CC1)C)C(=O)C1=CC=2C3=C(C(=NC2C=C1F)N)[C@H](OC3)C ((2R,5S)-2-(2H-indazol-5-yl)-5-methylpiperidin-1-yl)((R)-4-amino-7-fluoro-3-methyl-1,3-dihydrofuro[3,4-c]quinolin-8-yl)methanone